tert-butyl (4-(4-fluorophenoxy)benzoyl)glycinate FC1=CC=C(OC2=CC=C(C(=O)NCC(=O)OC(C)(C)C)C=C2)C=C1